8-(6-((R)-1-(2-(4-fluoropiperidin-1-yl)ethoxy)ethyl)pyridin-3-yl)-3-methyl-1-(tetrahydro-2H-pyran-4-yl)-1,3,3a,9b-tetrahydro-2H-imidazo[4,5-c]cinnolin-2-one FC1CCN(CC1)CCO[C@H](C)C1=CC=C(C=N1)C1=CC=2C3C(N=NC2C=C1)N(C(N3C3CCOCC3)=O)C